NC=1C(=NC=CC1)C#CCN(C=1C=C2N=C(C=NC2=CC1)C=1C=NN(C1)C)C1=CC(=CC(=C1)OC)OC N-[3-(3-Aminopyridin-2-yl)prop-2-ynyl]-N-(3,5-dimethoxyphenyl)-3-(1-methylpyrazol-4-yl)quinoxalin-6-amine